tert-butyl 5-amino-6-(1-methyl-1H-imidazol-4-yl)isoindoline-2-carboxylate NC=1C=C2CN(CC2=CC1C=1N=CN(C1)C)C(=O)OC(C)(C)C